tert-Butyl-(S,E)-4-(cyclopropylmethyl)-2-((3-(7-(dimethylamino)-2-((methoxycarbonyl)amino)-7-oxohept-5-enamido)-2-oxopyridin-1(2H)-yl)methyl)-1H-benzo[d]imidazol-1-carboxylat C(C)(C)(C)OC(=O)N1C(=NC2=C1C=CC=C2CC2CC2)CN2C(C(=CC=C2)NC([C@H](CC\C=C\C(=O)N(C)C)NC(=O)OC)=O)=O